ClC1=C(C=CC(=C1)C(F)(F)F)NC(=O)C1(CCC1)N1N=CC(=C1)C#CC1CN(C1)C=1C=C2C(N(C(C2=CC1)=O)C1C(NC(CC1)=O)=O)=O N-(2-chloro-4-(trifluoromethyl)phenyl)-1-(4-((1-(2-(2,6-dioxopiperidin-3-yl)-1,3-dioxoisoindoline-5-yl)azetidin-3-yl)ethynyl)-1H-pyrazol-1-yl)cyclobutane-1-carboxamide